8-fluoro-7-(8-fluoronaphthalen-1-yl)-2-((hexahydro-1H-pyrrolizine-7a-yl)methoxy)-4-(3-methylpiperidin-1-yl)pyrido[4,3-d]Pyrimidine FC1=C(N=CC2=C1N=C(N=C2N2CC(CCC2)C)OCC21CCCN1CCC2)C2=CC=CC1=CC=CC(=C21)F